N1(CCNCC1)C1=COC2=C1C=C(C=C2)C(=O)N 3-(piperazin-1-yl)benzofuran-5-carboxamide